C1(=CC=CC=C1)[S+](=O)(C1=CC=C(C=C1)C)C1=CC=CC=C1 diphenyl-(p-methylphenyl)sulfoxonium